N-(2-cyclohexyl-4-((4-(trifluoromethyl)benzyl)amino)phenyl)-2,3-difluoroheptanamide C1(CCCCC1)C1=C(C=CC(=C1)NCC1=CC=C(C=C1)C(F)(F)F)NC(C(C(CCCC)F)F)=O